4-(1-hydroxy-2-(4-(4-hydroxy-phenyl)-1H-1,2,3-triazol-1-yl)ethyl)phenol OC(CN1N=NC(=C1)C1=CC=C(C=C1)O)C1=CC=C(C=C1)O